methyl 7-chloro-4-((4-methoxybenzyl)amino)imidazo[1,5-a]quinoxaline-8-carboxylate ClC=1C=C2N=C(C=3N(C2=CC1C(=O)OC)C=NC3)NCC3=CC=C(C=C3)OC